2-(6-bromo-1-oxoisoindol-2-yl)-2-(5-fluoro-2-methoxyphenyl)acetic acid BrC1=CC=C2CN(C(C2=C1)=O)C(C(=O)O)C1=C(C=CC(=C1)F)OC